1h,3h-Pyrano[4,3-B]Chromene-9-Carboxylic Acid C1OCC=C2OC=3C=CC=C(C3C=C21)C(=O)O